C(C)(C1=NC(=CC=C1)C(C)=NO)=NO 2,6-diacetylpyridine dioxime